OC(=C)CCCCCCCCCCCCCCCC 2-Hydroxy-octadecen